OC=1C(=CC=NC1)C(F)(F)F 5-hydroxy-4-(trifluoromethyl)pyridin